(3-bromo-4-fluorophenyl)-3-(4-((2-hydroxyethyl)amino)-1,2,5-oxadiazol-3-yl)-1,2,4-oxadiazol-5(4H)-one BrC=1C=C(C=CC1F)N1C(=NOC1=O)C1=NON=C1NCCO